CS(=O)(=O)OCC(C(COS(=O)(=O)C)(C)C)O 2-hydroxy-4-(methanesulfonyloxy)-3,3-dimethylbutyl methanesulfonate